FC1(OC2=C(O1)C=CC(=C2)[C@H](C)OC=2C=C(C=CC2)N2N=C(C=1CCC[C@@H](C21)C(=O)N2CCC(CC2)C(=O)OC)C(F)(F)F)F methyl 1-[(7S)-1-[3-[(1S)-1-(2,2-difluoro-1,3-benzodioxol-5-yl)ethoxy]phenyl]-3-(trifluoromethyl)-4,5,6,7-tetrahydroindazole-7-carbonyl]piperidine-4-carboxylate